[K+].C([O-])(O)=O Carbonic acid, monopotassium salt